N=1ON=C2C1C=CC(=C2)C=O [2,1,3-benzoxadiazol-5-yl]methanone